CC=1NC(=C(CC1C(=O)OCC)C(=O)OCC)C diethyl 1,4-dihydro-2,6-dimethyl-3,5-pyridinedi-carboxylate